((1R,4S)-9-(dichloromethylene)-1,2,3,4-tetrahydro-1,4-methanonaphthalen-5-yl)-3-(difluoromethyl)-1-methyl-1H-pyrazole-4-carboxamide ClC(=C1[C@@H]2CC[C@H]1C1=C(C=CC=C21)C2=C(C(=NN2C)C(F)F)C(=O)N)Cl